C(C1=CC=CC=C1)N1C[C@@H]([C@H](CC1)O)C(=O)OCC (3S,4S)-ethyl 1-benzyl-4-hydroxypiperidine-3-carboxylate